rac-(1S,2R,4R)-2-amino-4-benzyloxy-cyclopentanol N[C@H]1[C@H](C[C@@H](C1)OCC1=CC=CC=C1)O |r|